4-amino-N-acetylneuraminic acid N[C@@]1(CC(C(O)=O)(O)O[C@H]([C@@H]1NC(C)=O)[C@H](O)[C@H](O)CO)O